2-chloro-6-(2-methyl-3-oxo-1-((2-(trimethylsilyl)ethoxy)methyl)-2,3-dihydro-1H-pyrazol-4-yl)isonicotinic acid methyl ester COC(C1=CC(=NC(=C1)C=1C(N(N(C1)COCC[Si](C)(C)C)C)=O)Cl)=O